[Pd].ClC(C(C)(C)P(C1=CC=C(C=C1)N(C)C)C(C)(C)C)Cl dichloro-di-tert-butyl-(4-dimethylaminophenyl)phosphine palladium